P(=O)(OC[N+]1=C(C(=CC=C1)C1=CC(=NO1)CC1=CC=C(C=C1)CNC1=C(C(=CC=C1)F)F)N)(O)[O-] (2-amino-3-(3-(4-(((2,3-difluorophenyl)amino)methyl)benzyl) isoxazol-5-yl)pyridin-1-ium-1-yl)methyl hydrogen phosphate